Benzoyl-5'-O-(tert-butyldimethylsilyl)-3'-O-(methylthiomethyl)-2'-deoxycytidine C(C1=CC=CC=C1)(=O)[C@@]1(C[C@H](OCSC)[C@@H](CO[Si](C)(C)C(C)(C)C)O1)N1C(=O)N=C(N)C=C1